CC1CC2C(CC1C(=O)OCC1CC3C(C(C1)C)O3)O2 4-epoxy-6-methylcyclohexylmethyl 3,4-epoxy-6-methylcyclohexylcarboxylate